ClC1=C(C(NC2=CN=C(C=C12)OCCOC)=O)C#N 4-chloro-6-(2-methoxyethoxy)-2-oxo-1,2-dihydro-1,7-naphthyridine-3-carbonitrile